6-Amino-7-(hydroxymethyl)-2H-benzo[b][1,4]oxazin-3(4H)-one NC1=CC2=C(OCC(N2)=O)C=C1CO